ClC=1C(N(C(=CC1OC([2H])([2H])C1=NC=C(C=C1F)F)C)C1=CC(=NC=C1C)N1N=C(C(=C1)F)S(=O)(=O)C(C)C)=O (S)-3-chloro-4-((3,5-difluoropyridin-2-yl)methoxy-d2)-2'-(4-fluoro-3-(isopropylsulfonyl)-1H-pyrazol-1-yl)-5',6-dimethyl-2H-[1,4'-bipyridine]-2-one